(17E)-5,15-dimethyl-21-tetrahydropyran-2-yl-7,11-dioxa-4,5,13,14,20,21-hexazapentacyclo[17.5.2.02,6.012,16.022,26]hexacosa-1(25),2(6),3,12(16),14,17,19,22(26),23-nonaene CN1N=CC=2C=3C=CC=4N(N=C(/C=C/C=5C(=NNC5OCCCOC12)C)C4C3)C3OCCCC3